3-methyl-oxolane-3-amine CC1(COCC1)N